(R)-3-Hydroxy-1-methyl-3-(3-(6-(tributylstannyl)pyridin-2-yl)isoxazol-5-yl)pyrrolidin-2-one O[C@@]1(C(N(CC1)C)=O)C1=CC(=NO1)C1=NC(=CC=C1)[Sn](CCCC)(CCCC)CCCC